N-(4,5-Diamino-2-methylphenyl)-N-methylacetamide NC1=CC(=C(C=C1N)N(C(C)=O)C)C